4-(trifluoro-methoxy)benzene-sulfonyl chloride FC(OC1=CC=C(C=C1)S(=O)(=O)Cl)(F)F